6-fluoro-N-((3S,4S)-3-fluoro-1-(2-methoxyethyl)piperidin-4-yl)-5-(1-(2-fluoroethyl)-1H-benzo[d][1,2,3]triazol-6-yl)-4-methoxypyrrolo[2,1-f][1,2,4]triazin-2-amine FC=1C(=C2C(=NC(=NN2C1)N[C@@H]1[C@H](CN(CC1)CCOC)F)OC)C=1C=CC2=C(N(N=N2)CCF)C1